C(C)(=O)C=1C=C(N(C1)C)C(=O)NC(CC(=O)O)C 3-[(4-ACETYL-1-METHYL-1H-PYRROL-2-YL)FORMAMIDO]BUTANOIC ACID